N[C@H](C(=O)NC1=C(C=C(C=C1)C(C(=O)N(CC(=O)OC)CC(F)(F)F)C)F)C(C1CC1)C1CC1 methyl N-(2-(4-((S)-2-amino-3,3-dicyclopropylpropanamido)-3-fluorophenyl)propanoyl)-N-(2,2,2-trifluoroethyl)glycinate